C1(CCCC1)P(OC1=C(C(=CC(=C1)CCCCC)O)C1=CC(=CC=C1)C)(OC)=O 6-hydroxy-3'-methyl-4-pentyl-[1,1'-biphenyl]-2-yl methyl cyclopentylphosphonate